F[C@H]1[C@H]2C=C[C@@H](C[C@@H]1N(C=1N=CC(=NC1)C=1C=C3C=CN=CC3=CC1O)C)N2 6-(5-(((1r,2s,3s,5r)-2-fluoro-8-azabicyclo[3.2.1]oct-6-en-3-yl)(methyl)amino)pyrazin-2-yl)isoquinolin-7-ol